(E)-4-(2,3-dichloro-6-methoxyphenyl)piperidine-2-carboxylic acid ClC1=C(C(=CC=C1Cl)OC)C1CC(NCC1)C(=O)O